Potassium Sulfur [S].[K]